2-(heptan-2-yl)-4-methyltetrahydro-2H-pyran CC(CCCCC)C1OCCC(C1)C